CN1C=NC=2N=CN(C(C12)=O)CC1=NC(=NO1)C1[C@H]2CN(C[C@@H]12)C1=CC(=CC=C1)F 7-methyl-1-[[3-[(1R,5S,6r)-3-(3-fluorophenyl)-3-azabicyclo[3.1.0]hexane-6-yl]-1,2,4-oxadiazol-5-yl]methyl]purin-6-one